FC(OC1=C(C(=O)N[C@H]2[C@H](C2)F)C(=CC=C1)OC)F 2-(difluoro-methoxy)-N-[(1R,2S)-2-fluorocyclopropyl]-6-methoxy-benzamide